S1C=NC2=C1C=CC(=C2)NC2=CC=NC1=CC(=CC=C21)C2=CC=C(C(=O)NC1COC1)C=C2 4-(4-(benzo[d]thiazol-5-ylamino)quinolin-7-yl)-N-(oxetan-3-yl)benzamide